FC=1C=C(C=CC1)C1=CC=2C(=CN=NC2SC2CNCCC2)S1 2-(3-fluorophenyl)-4-(3-piperidinylthio)-thieno[2,3-d]pyridazine